(2-chloro-6-fluorophenyl)methanamine ClC1=C(C(=CC=C1)F)CN